COC1=NC=C(C(=N1)OC)C=1N(C2=NC=NC(=C2N1)N1CC(CC1)OCCN1CCCCC1)C1OCCC1 8-(2,4-dimethoxypyrimidin-5-yl)-6-[3-[2-(1-piperidinyl)ethoxy]pyrrolidin-1-yl]-9-tetrahydrofuran-2-yl-purine